ClC1=C(C=CC(=C1)C)C=1C=C(C2=CN(N=C2C1)CCN1CCN(CC1)C)C(=O)OCC ethyl 6-(2-chloro-4-methylphenyl)-2-[2-(4-methylpiperazin-1-yl)ethyl]indazole-4-carboxylate